FC(C1(CC1)C1=CC=C(N)C=C1)F 4-(1-(difluoromethyl)cyclopropyl)aniline